3-(cyclohexylamino)propane-1-sulfonic acid C1(CCCCC1)NCCCS(=O)(=O)O